BrC=1C=C(C=C(C1)F)C1(CC1)CN 1-[1-(3-bromo-5-fluorophenyl)cyclopropyl]Methylamine